C12(C=CC(CC1)C2)C(=O)OC methyl norbornenoate